(S)-3-(4-(8-(2,4-dichlorophenyl)-3-(4,4,5,5-tetramethyl-1,3,2-dioxaborolan-2-yl)-6,7-dihydro-5H-benzo[7]annulen-9-yl)phenoxy)-1-(3-fluoropropyl)-pyrrolidine ClC1=C(C=CC(=C1)Cl)C=1CCCC2=C(C1C1=CC=C(O[C@@H]3CN(CC3)CCCF)C=C1)C=CC(=C2)B2OC(C(O2)(C)C)(C)C